CC1N2CCC2CC1(F)F methyl-3,3-difluoro-1-azabicyclo[3.2.0]heptane